C(#N)C1=CC(=C(C=C1)NS(=O)(=O)C1=CNC(=C1)C1=C(C=C(C(=C1)F)F)F)F N-(4-cyano-2-fluoro-phenyl)-5-(2,4,5-trifluorophenyl)-1H-pyrrole-3-sulfonamide